C1(CCC1)N(C)CC1=CC=C2CN(C(C2=C1)=O)C1=NC(=CC(=C1)C1=C(C=C(C#N)C=C1)C1=NN=CN1C)C1CC1 4-[2-(6-{[Cyclobutyl(methyl)amino]methyl}-1-oxo-3H-isoindol-2-yl)-6-cyclopropylpyridin-4-yl]-3-(4-methyl-1,2,4-triazol-3-yl)benzonitrile